5-bromo-2-(hexahydropyridin-2-yl)pyridine BrC=1C=CC(=NC1)C1NCCCC1